BisStearyl-Urea C(CCCCCCCCCCCCCCCCC)NC(NCCCCCCCCCCCCCCCCCC)=O